C(C)(C)(C)SC(C)(C)C 2-tert-butylsulfanyl-2-methylpropane